(3-(ethoxycarbonyl)-2-methyl-6-(methylthio)phenyl)-4,5-dihydroisoxazole-5-carboxylic acid methyl ester COC(=O)C1CC(=NO1)C1=C(C(=CC=C1SC)C(=O)OCC)C